(2-fluorobenzyl)-2-(5-(4-hydroxy-2-methylphenyl)pyridin-2-yl)acetamide FC1=C(CC(C(=O)N)C2=NC=C(C=C2)C2=C(C=C(C=C2)O)C)C=CC=C1